C(CCCCCCCCCCC)C(C(=O)O)(CC(=O)O)S(=O)(=O)O.S(=O)(=O)(O)C(C(=O)OCCCCCCCCCCCC)CC(=O)O lauryl sulfosuccinate (lauryl sulfosuccinate)